BrC=1C=C(C(=NC1)OC)NS(=O)(=O)C1=C(C=NC=C1F)F N-(5-bromo-2-methoxypyridin-3-yl)-3,5-difluoropyridine-4-sulfonamide